[N+](=O)([O-])C=1C=C(C=C2C=C(C(OC12)=O)C#N)C=1SC=CC1 8-nitro-2-oxo-6-(thiophen-2-yl)-2H-chromen-3-carbonitrile